4-[[(1S,2S)-4-bromo-6-chloro-2-(dimethylamino)-2,3-dihydro-1H-inden-1-yl]oxy]-3-methylbenzene BrC1=C2C[C@@H]([C@H](C2=CC(=C1)Cl)OC1=C(C=CC=C1)C)N(C)C